C(C)(C)(C)C(=O)N1[C@H](CCCC1)C(=O)O (R)-1-(tert-butylcarbonyl)piperidine-2-carboxylic acid